tin-europium [Eu].[Sn]